NC=1N=NC(=CC1NCCC1=CC=C(C(=O)O)C=C1)C1=C(C=CC=C1)O 4-(2-[[3-amino-6-(2-hydroxyphenyl)pyridazin-4-yl]amino]ethyl)benzoic acid